6-amino-5-((2,3-dichlorophenyl)thio)-2-(hexahydropyrrolo[3,4-c]pyrrol-2(1H)-yl)pyrimidin-4(3H)-one NC1=C(C(NC(=N1)N1CC2CNCC2C1)=O)SC1=C(C(=CC=C1)Cl)Cl